C(C)(C)(C)C=1C=CC(=C(C1)NC=1C=CC(=NC1)NC(=O)C1=CC=C(C(=O)OC)C=C1)[N+](=O)[O-] methyl 4-((5-((5-(tert-butyl)-2-nitrophenyl)amino)pyridin-2-yl)carbamoyl)benzoate